BrC1=C(C=CC(=C1)[N+](=O)[O-])C1(C(C1)(Br)Br)C 2-bromo-1-(2,2-dibromo-1-methyl-cyclopropyl)-4-nitro-benzene